2-amino-4-(hydroxymethyl-phosphono)butyric acid NC(C(=O)O)CCP(=O)(OCO)O